((1R,2S,7a'S)-2-fluorodihydro-1'H,3'H-spiro[cyclopropane-1,2'-pyrrolizin]-7a'(5'H)-yl)methanol F[C@H]1C[C@@]12C[C@@]1(CCCN1C2)CO